OCCC1=C(N=C(S1)NC1=NC=C(C(=O)N)C=C1)C 6-((5-(2-hydroxyethyl)-4-methylthiazol-2-yl)amino)nicotinamide